tert-butyl (R)-3-((7-cyano-5-(isopropylamino)-2,6-naphthyridin-3-yl)amino)piperidine-1-carboxylate C(#N)C1=NC(=C2C=C(N=CC2=C1)N[C@H]1CN(CCC1)C(=O)OC(C)(C)C)NC(C)C